2-(4-(difluoromethoxy)-2,6-diisopropylphenyl)-N-(4-((dimethylamino)methyl)phenylsulfonimidoyl)acetamide FC(OC1=CC(=C(C(=C1)C(C)C)CC(=O)NS(=O)(=N)C1=CC=C(C=C1)CN(C)C)C(C)C)F